Cl.COC1=CC(=CC2=C1OC(CO2)C=2C=NC(=CC2)C)CN2C=NC=1C2=NC=C(C1)N1C(=NC=C1)C 3-((8-methoxy-2-(6-methylpyridin-3-yl)-2,3-dihydrobenzo[b][1,4]dioxin-6-yl)methyl)-6-(2-methyl-1H-imidazol-1-yl)-3H-imidazo[4,5-b]pyridine hydrochloride